CC1=C(C=CC=C1C)NCN1C(CCC1=O)=O 1-((2,3-dimethyl-phenylamino)-methyl)-pyrrolidine-2,5-dione